4-(2-methyl-4-(2,3,5,6-tetrafluoro-4-(methylthio)phenyl)piperazin-1-yl)quinazoline CC1N(CCN(C1)C1=C(C(=C(C(=C1F)F)SC)F)F)C1=NC=NC2=CC=CC=C12